(4aR,8aS)-6-(3-(1-Benzyl-5-chloro-1H-indol-3-yl)pyrrolidine-1-carbonyl)hexahydro-2H-pyrido[4,3-b][1,4]oxazin-3(4H)-one C(C1=CC=CC=C1)N1C=C(C2=CC(=CC=C12)Cl)C1CN(CC1)C(=O)N1C[C@@H]2[C@@H](OCC(N2)=O)CC1